[N+](=O)([O-])C=1C=C(C(=S)N(C)C)C=CC1 3-nitro-N,N-dimethylthiobenzamide